BrC1=C(C=CC(=C1)Cl)N1N=NC(=C1C(=O)O)C(F)F 1-(2-bromo-4-chlorophenyl)-4-(difluoromethyl)-1H-1,2,3-triazole-5-carboxylic acid